FC1=CC=C2C=3C(=CC(=CC3C3(C2=C1)CCCC3)O)O 7'-fluorospiro[cyclopentane-1,9'-fluorene]-2',4'-diol